5-(benzylpropylamino)-2-(pyridin-2-yl)-4,5,6,7-tetrahydro-2H-indazol-3-ol C(C1=CC=CC=C1)N(C1CC2=C(N(N=C2CC1)C1=NC=CC=C1)O)CCC